tert-butyl 4-((di-tert-butoxyphosphoryl)oxy)-3-((methylamino)methyl)benzoate C(C)(C)(C)OP(=O)(OC(C)(C)C)OC1=C(C=C(C(=O)OC(C)(C)C)C=C1)CNC